2-methylquinoline CC1=NC2=CC=CC=C2C=C1